N'-bis(2-aminoethyl)methylpiperazine NCCC(N1CCNCC1)CCN